(4-chlorophenyl)-(fluoromethyl)-(2,3,4,5-tetramethylphenyl)sulfonium tetrafluoroborate F[B-](F)(F)F.ClC1=CC=C(C=C1)[S+](C1=C(C(=C(C(=C1)C)C)C)C)CF